phosphapentalene C1=CC2=CC=PC2=C1